ClC1=C(CNC(=O)[C@]2(C=3C=CC=NC3C(CC2)=O)F)C=CC=C1Cl (S)-N-(2,3-dichloro-benzyl)-5-fluoro-8-oxo-5,6,7,8-tetra-hydroquinoline-5-carboxamide